4-{5-[5-fluoro-6-(2-methoxyethoxy)-1H-indazol-3-yl]-1,2-oxazol-3-yl}-N,N-dimethylbenzene-1-sulfonamide FC=1C=C2C(=NNC2=CC1OCCOC)C1=CC(=NO1)C1=CC=C(C=C1)S(=O)(=O)N(C)C